OC1CN(C1)C(CNC(=O)N(C)C)=O 1-(2-(3-hydroxyazetidin-1-yl)-2-oxoethyl)-3,3-dimethylurea